5-bromo-2-iodo-1,3-di(prop-1-en-2-yl)benzene oxygen [O].BrC=1C=C(C(=C(C1)C(=C)C)I)C(=C)C